(2s,4r)-1-((2-((2-bromo-2'-methyl-3'-(3-morpholinopropoxy)-[1,1'-biphenyl]-3-yl)methoxy)-4,6-dimethoxypyrimidin-5-yl)methyl)-4-hydroxypyrrole-2-carboxylic acid BrC1=C(C=CC=C1COC1=NC(=C(C(=N1)OC)CN1C(=CC(=C1)O)C(=O)O)OC)C1=C(C(=CC=C1)OCCCN1CCOCC1)C